2-((5-(2-(6-((3-(dimethylamino)-3-oxopropyl)(methyl)amino)-2-methylhexan-3-yl)-2,6-diazaspiro[3.4]oct-6-yl)-1,2,4-triazin-6-yl)oxy)-5-fluoro-N,N-diisopropylbenzamide CN(C(CCN(CCCC(C(C)C)N1CC2(C1)CN(CC2)C=2N=CN=NC2OC2=C(C(=O)N(C(C)C)C(C)C)C=C(C=C2)F)C)=O)C